C(C)(C)(C)OC(NC1(CC1)C=O)=O 1-formylcyclopropylcarbamic acid tert-butyl ester